FC=1C(=CC(=C(C(=O)NC2CCN(CC2)C)C1)O[C@@H](C)CC(C)C)N1N=C(N(C1=O)C)C(C)C 5-fluoro-4-[4-methyl-5-oxo-3-(prop-2-yl)-4,5-dihydro-1H-1,2,4-triazol-1-yl]-2-{[(2S)-4-methylpent-2-yl]oxy}-N-(1-methylpiperidin-4-yl)benzamide